COC1=CC=C(C=C1)S(=O)(=O)C=CC#N 3-(4-methoxyphenyl)sulfonyl-2-propenenitrile